4-((4-cyanophenyl)sulfonamido)-3-(4-fluorophenyl)-1-methyl-1H-pyrazole-5-carboxylic acid C(#N)C1=CC=C(C=C1)S(=O)(=O)NC=1C(=NN(C1C(=O)O)C)C1=CC=C(C=C1)F